FC(C1=C(C=CC=C1)[Mg]Br)(F)F (2-(trifluoromethyl)phenyl)magnesium bromide